NCCC([C@@H](C(=O)N1[C@@H](C[C@H](C1)O)C(N[C@@H](C)C1=CC=C(C=C1)C#C)=O)NC(OC1=CC=CC=C1)=O)(C)C phenyl N-[(1S)-4-amino-1-[(2S,4R)-2-[[(1S)-1-(4-ethynylphenyl)ethyl]carbamoyl]-4-hydroxy-pyrrolidine-1-carbonyl]-2,2-dimethyl-butyl]carbamate